2,5-dichloro-3-thiophenecarboxylic acid ClC=1SC(=CC1C(=O)O)Cl